C(C)(C)(C)OC(=O)N1C2CN(CC1CC2)C2=C1C(=NC=C2)N(C(=C1)C=1C=NN(C1)C)S(=O)(=O)C1=CC=C(C)C=C1 3-(2-(1-Methyl-1H-pyrazol-4-yl)-1-tosyl-1H-pyrrolo[2,3-b]pyridin-4-yl)-3,8-diazabicyclo[3.2.1]octane-8-carboxylic acid tert-butyl ester